5-amino-4-cyclobutyl-N-(3,3-difluorocyclobutyl)-3-(4-fluorophenyl)-1H-pyrazole-1-carboxamide NC1=C(C(=NN1C(=O)NC1CC(C1)(F)F)C1=CC=C(C=C1)F)C1CCC1